2-((3R,4R)-4-((3-(2,4-dioxotetrahydropyrimidin-1(2H)-yl)-1-methyl-1H-indazol-6-yl)amino)-3-methylpiperidin-1-yl)-4-((1-methyl-2-oxoindolin-5-yl)amino)pyrimidine-5-carbonitrile O=C1N(CCC(N1)=O)C1=NN(C2=CC(=CC=C12)N[C@H]1[C@@H](CN(CC1)C1=NC=C(C(=N1)NC=1C=C2CC(N(C2=CC1)C)=O)C#N)C)C